The molecule is an acyl-CoA that results from the formal condensation of the thiol group of coenzyme A with the carboxy group of oscr#14. It derives from an oscr#14. It is a conjugate acid of an oscr#14-CoA(4-). C[C@H]1[C@@H](C[C@H]([C@@H](O1)OCCCCCCCC(=O)SCCNC(=O)CCNC(=O)[C@@H](C(C)(C)COP(=O)(O)OP(=O)(O)OC[C@@H]2[C@H]([C@H]([C@@H](O2)N3C=NC4=C(N=CN=C43)N)O)OP(=O)(O)O)O)O)O